N1(CCCCC1)C(=O)OC1CNC1C=1N=C(C2=C(N1)C=NC=N2)N[C@H](C)C2=C(C=C(C=C2)Cl)Cl 1-(4-([(1R)-1-(2,4-dichlorophenyl) ethyl] amino-[1,3]diazino[5,4-d]pyrimidin-2-yl) azetidin-3-yl) piperidine-1-carboxylate